2-(((2-(4-(2-hydroxyethyl)piperazin-1-yl)ethyl)amino)methylene)-5-(4-(trifluoromethoxy)phenyl)cyclohexane OCCN1CCN(CC1)CCNC=C1CCC(CC1)C1=CC=C(C=C1)OC(F)(F)F